B(=O)OB=O DIBORON TRIOXIDE